(S)-Benzyl 4-(7-Bromo-6-chloro-3-cyano-8-fluoroquinolin-4-yl)-2-(cyanomethyl)piperazine-1-carboxylate BrC1=C(C=C2C(=C(C=NC2=C1F)C#N)N1C[C@@H](N(CC1)C(=O)OCC1=CC=CC=C1)CC#N)Cl